C(C)OC(=O)C=1C=NN(C1C(F)(F)F)C=1C=2C3=C(C(N(C3=CC1)CC1=CC=C(C=C1)OC)=O)C=CC2 (1-(4-methoxybenzyl)-2-oxo-1,2-dihydrobenzo[cd]indol-6-yl)-5-trifluoromethyl-1H-pyrazole-4-carboxylic acid ethyl ester